COC1=C(C=C(C=C1)C(COC)(C)C)S(=O)(=O)N 2-methoxy-5-(1-methoxy-2-methylpropan-2-yl)benzenesulfonamide